C(C=C)(=O)NCCC[SiH2]OCOCC(OCC)(OCC)OCC (acrylamidopropyl)triethoxyethoxymethoxysilane